O1COC2=C1C=CC(=C2)C=C(C=O)C 3-(1,3-benzodioxol-5-yl)2-methylpropenaldehyde